nickel phosphophenolate P(=O)(=O)C1=C(C=CC=C1)[O-].[Ni+2].P(=O)(=O)C1=C(C=CC=C1)[O-]